(Z)-3-((3,5-Dimethyl-4-(1-methyl-1H-pyrazol-4-yl)-1H-pyrrol-2-yl)methylene)-5-(2-fluoro-6-methoxyphenyl)indolin-2-one CC1=C(NC(=C1C=1C=NN(C1)C)C)\C=C\1/C(NC2=CC=C(C=C12)C1=C(C=CC=C1OC)F)=O